(4,6-dimethylpyridin-3-yl)methylamine hydrochloride Cl.CC1=C(C=NC(=C1)C)CN